tert-butyl 2-((5-hydroxypentyl)oxy)acetate OCCCCCOCC(=O)OC(C)(C)C